C(C1=CC=CC=C1)N1C=2N(C3=C(C1=O)CN(CC3)CC3=CC(=CC=C3)C)N=CC2 4-benzyl-7-(3-methylbenzyl)-6,7,8,9-tetrahydropyrazolo[1,5-a]pyrido[3,4-e]pyrimidin-5(4H)-one